NC=1N=C(C2=C(C=NN(C2=O)CC2=CC=C(C=C2)CN2CCNCC2)N1)N[C@H](C)CCC (R)-2-amino-4-(pentan-2-ylamino)-6-(4-(piperazin-1-ylmethyl)benzyl)pyrimido[4,5-d]pyridazin-5(6H)-one